NC1=C(C=2C(=NC=C(C2S1)F)C=1C2=C(C=3C=NC(=NC3C1F)N1C[C@H]([C@H](C1)F)N(C)C)COC2)C#N 2-Amino-4-(3-((3R,4S)-3-(dimethylamino)-4-fluoropyrrolidin-1-yl)-5-fluoro-7,9-dihydrofuro[3,4-f]quinazolin-6-yl)-7-fluorothieno[3,2-c]pyridine-3-carbonitrile